C(C)(C)(C)C=1C=C(C=C(C1OC)C(C)(C)C)[P]C1=CC(=C(C(=C1)C(C)(C)C)OC)C(C)(C)C bis(3,5-di-tert-butyl-4-methoxyphenyl)phosphorus